S(=O)(Cl)Cl Thionyl chloride